[Mg].C1(CCCCC1)C1C(CCCC1)O 2-CYCLOHEXYL-CYCLOHEXANOL magnesium